OC(CN1C(NC(C1=O)(C)C)=O)CO 3-(2,3-dihydroxypropyl)-5,5-dimethyl-imidazolidine-2,4-dione